dodecamethylenebismaleimide C1(C(=CC(N1)=O)CCCCCCCCCCCCC=1C(=O)NC(C1)=O)=O